N1=CNC2=NC=CC(=C21)C=2C=NN(C2)C2=CC=C(C=N2)C(CC(F)(F)F)NC(C)C (6-(4-(3H-imidazo[4,5-b]pyridin-7-yl)-1H-pyrazol-1-yl)pyridin-3-yl)-3,3,3-trifluoro-N-isopropylpropan-1-amine